C(C)(=O)C1=NN(C2=CC=C(C=C12)C=1C=NC(=NC1)C(=O)O)CC(=O)N1[C@@H]2C[C@]2(C[C@H]1C(NC1=NC(=CC=C1C)Br)=O)C |&1:27| 5-(3-acetyl-1-(2-((1R,3S,SR)-3-((6-bromo-3-methylpyridin-2-yl)carbamoyl)-5-methyl-2-azabicyclo[3.1.0]hexan-2-yl)-2-oxoethyl)-1H-indazol-5-yl)pyrimidine-2-carboxylic acid